Cl.CC(CC1=CC=C(C=C1)OC)(C)N 1,1-dimethyl-2-(4-methoxyphenyl)ethylamine hydrochloride